(E)-11-tetradecen-yl acetate C(C)(=O)OCCCCCCCCCC\C=C\CC